NC1=NC=CC(=C1Cl)OC1=C(C=C(C=C1)NC(=O)C=1C(N(C=CC1OCC)C1=CC=C(C=C1)F)=O)F N-{4-[(2-amino-3-chloro-4-pyridyl)oxy]-3-fluorophenyl}-4-ethoxy-1-(4-fluorophenyl)-2-oxo-1,2-dihydro-3-pyridinecarboxamide